tert-butyl 3-(((7-chloro-2-(2,6-difluorophenyl)imidazo[2,1-f][1,2,4]triazin-4-yl)amino)methyl)piperidine-1-carboxylate ClC1=CN=C2C(=NC(=NN21)C2=C(C=CC=C2F)F)NCC2CN(CCC2)C(=O)OC(C)(C)C